2-Acetyl-1-hydroxy-5-(2-methylpyridin-3-yl)-7-(trifluoromethyl)imidazo[1,2-a]quinoxaline-4(5H)-on C(C)(=O)C=1N=C2N(C3=CC=C(C=C3N(C2=O)C=2C(=NC=CC2)C)C(F)(F)F)C1O